3''-chloro-4''-((2,4,6-trifluorobenzyl)oxy)-3-(2-hydroxypropan-2-yl)-5',6''-diMethyl-2H,2''H-[1,2':4',1''-terpyridine]-2,2''-dione ClC=1C(N(C(=CC1OCC1=C(C=C(C=C1F)F)F)C)C1=CC(=NC=C1C)N1C(C(=CC=C1)C(C)(C)O)=O)=O